(R)-6-(5-(1-(3,5-dichloropyridin-4-yl)ethoxy)-6-methoxy-1H-indazol-3-yl)-3-(3-(isobutylamino)-3-methylazetidin-1-yl)pyridazine-4-carbonitrile ClC=1C=NC=C(C1[C@@H](C)OC=1C=C2C(=NNC2=CC1OC)C1=CC(=C(N=N1)N1CC(C1)(C)NCC(C)C)C#N)Cl